NS(=O)(=O)NCCNC=1C(=NON1)C(=NO)NC1=CC(=C(C=C1)F)Br ({2-[(aminosulfonyl)amino]ethyl}amino)-N-(3-bromo-4-fluorophenyl)-N'-hydroxy-1,2,5-oxadiazole-3-carboxamidine